FC1=C(C(=CC(=C1)C1=NC(=CC=C1)OCCCOC)F)N1CCCCC1 1-{2,6-difluoro-4-[6-(3-methoxy-propoxy)-pyridin-2-yl]Phenyl}-piperidine